O=C1C=CC=C(N1[C@@H]1O[C@@H]([C@H]([C@@H]([C@H]1O)O)O)CO)CC(=O)O [6-oxo-1-[(2R,3R,4S,5S,6R)-3,4,5-trihydroxy-6-(hydroxyl-methyl)oxan-2-yl]pyridin-2-yl]acetic acid